2-(azetidin-3-yl)-5-(difluoromethyl)-1,3,4-Oxadiazole N1CC(C1)C=1OC(=NN1)C(F)F